O=C1NC(CCC1N1C(C2=CC=C(C=C2C1=O)OCCCCCCCCN(C)CC=1C=C(C=CC1)SCC=1N=NN(C1)C=1C=C(C(=O)NO)C=CC1)=O)=O 3-(4-(((3-(((8-((2-(2,6-dioxopiperidin-3-yl)-1,3-dioxoisoindolin-5-yl)oxy)octyl)(methyl)amino)methyl)phenyl)thio)methyl)-1H-1,2,3-triazol-1-yl)-N-hydroxybenzamide